C(#N)C1=NN(C=C1C1=CN=C2N1C=CN=C2NC2=CC(=C(C(=O)NCCOCCNC(OC(C)(C)C)=O)C=C2)CC)CC#N tert-butyl (2-(2-(4-((3-(3-cyano-1-(cyanomethyl)-1H-pyrazol-4-yl)imidazo[1,2-a]pyrazin-8-yl)amino)-2-ethylbenzamido)ethoxy)ethyl)carbamate